C1=CC=C(C=2OC3=C(C21)C=CC=C3)C=3C=C(C=C(C3)C=3C2=CC=CC=C2C=2C=CC=CC2C3)C3=NC2=C1N=CC=CC1=CC=C2C=C3 2-(3-(dibenzo[b,d]furan-4-yl)-5-(phenanthren-9-yl)phenyl)-1,10-phenanthroline